Ethyl (E)-3-(5-formyl-6-hydroxynaphthalen-2-yl)acrylate C(=O)C1=C2C=CC(=CC2=CC=C1O)/C=C/C(=O)OCC